2-(3-(1-methyl-3-(4-(5,6,7,8-tetrahydro-1,8-naphthyridin-2-yl)butyl)ureido)-2-oxopyrrolidin-1-yl)acetic acid ethyl ester C(C)OC(CN1C(C(CC1)N(C(=O)NCCCCC1=NC=2NCCCC2C=C1)C)=O)=O